6-(2,4-difluorophenoxy)-2-(1,5-dihydroxypentan-3-ylamino)-8-methylpyrido[2,3-d]pyrimidin-7-one FC1=C(OC2=CC3=C(N=C(N=C3)NC(CCO)CCO)N(C2=O)C)C=CC(=C1)F